C(C)(C)C1=C(NC2=C1N=C(S2)C2CCN(CC2)C(C)C)C=2C=C(C=1N(C2)N=CN1)C 6-isopropyl-2-(1-isopropylpiperidin-4-yl)-5-(8-methyl-[1,2,4]triazolo[1,5-a]pyridin-6-yl)-4H-pyrrolo[3,2-d]thiazole